O1CCN(CC1)[C@@H]1C[C@H](N(CC1)C(=O)OC(C)(C)C)C1=CC=CC=C1 tert-butyl (2S,4S)-4-morpholino-2-phenylpiperidine-1-carboxylate